(2R,3S,4S)-4-hydroxy-2-[(4-methoxyphenyl)methyl]pyrrolidin-3-yl N-{[4-(aminomethyl)phenyl]methyl}carbamate NCC1=CC=C(C=C1)CNC(O[C@H]1[C@H](NC[C@@H]1O)CC1=CC=C(C=C1)OC)=O